C1[C@@H]([C@@H]([C@H]([C@@H](O1)OC[C@@H]2[C@H]([C@@H]([C@H]([C@@H](O2)O)O)O)O)O)O)O The molecule is a disaccharide that is beta-D-glucopyranose in which the hydroxy group at position 6 has been converted into the corresponding alpha-L-arabinopyranoside. It derives from a beta-D-glucose and an alpha-L-arabinopyranose.